CCCCC(CCCCCCCCCCCC)O heptadecan-5-ol